[Pt+2].C(CC)[Si](C(C(=O)CCCC)C(C)=O)(OC)OC.C(CC)[Si](C(C(=O)CCCC)C(C)=O)(OC)OC bis[2-(propyldimethoxysilyl)1-butyl-1,3-butanedione] platinum (II)